1-(iodomethyl)-3-phenoxybenzene ICC1=CC(=CC=C1)OC1=CC=CC=C1